OC1=C(C(=CC(=C1CN(C(C)=O)C1=CC=CC=C1)CCCCC)O)C1C(CCC(=C1)C)C(=C)C N-((2,6-dihydroxy-5'-methyl-4-pentyl-2'-(prop-1-en-2-yl)-1',2',3',4'-tetrahydro-[1,1'-biphenyl]-3-yl)methyl)-N-phenylacetamide